3-trans-4-((tert-butyldiphenylsilyl)oxy)cyclohexane-carbaldehyde [Si](C1=CC=CC=C1)(C1=CC=CC=C1)(C(C)(C)C)OC1CCC(CC1)C=O